N(=[N+]=[N-])CCOCCOCCOCCOCC(COCC=O)(C)COCCOCCOCCOCCN=[N+]=[N-] 1-azido-14-(13-azido-2,5,8,11-tetraoxatridecyl)-14-methyl-3,6,9,12,16-pentaoxaoctadecane-18-aldehyde